O[C@H]1CN(C[C@H]1NC1=C2C(=C(N=N1)C1=CC=C(C=C1)C(F)(F)F)N=CC=C2)C(=O)OC(C)(C)C tert-butyl (3S,4R)-3-hydroxy-4-((8-(4-(trifluoromethyl)phenyl)pyrido[2,3-d]pyridazin-5-yl)amino)pyrrolidine-1-carboxylate